C(C)OC(CN(N)C([C@H](CCN([C@H](C(C)(C)C)C=1N(C=C(N1)C1=C(C=CC(=C1)F)F)CC1=CC=CC=C1)C(COC(C)=O)=O)NC(=O)OC(C)(C)C)=O)=O Ethyl-(1-{(2S)-4-[(acetoxyacetyl) {(1R)-1-[1-benzyl-4-(2,5-difluorophenyl)-1H-imidazol-2-yl]-2,2-dimethylpropyl}amino]-2-[(tert-butoxycarbonyl) amino]butanoyl}hydrazino)acetat